(S)-4-amino-7-fluoro-N,1-dimethyl-N-(6-(trifluoromethyl)-2,3-dihydrobenzofuran-3-yl)imidazo[1,5-a]quinoxaline-8-carboxamide NC=1C=2N(C3=CC(=C(C=C3N1)F)C(=O)N([C@@H]1COC3=C1C=CC(=C3)C(F)(F)F)C)C(=NC2)C